NC1=NNC(C1C)=O 3-amino-4-methyl-5-pyrazolone